2-Iodo-6-((4-methylpiperazin-1-yl)methyl)-4-nitrophenol IC1=C(C(=CC(=C1)[N+](=O)[O-])CN1CCN(CC1)C)O